(1r,4r)-4-(5-(3,5-dimethylisoxazol-4-yl)-2-((3-fluoro-4-methoxyphenyl)(hydroxy)methyl)-1H-benzo[d]imidazol-1-yl)cyclohexane-1-carboxylic acid CC1=NOC(=C1C1=CC2=C(N(C(=N2)[C@H](O)C2=CC(=C(C=C2)OC)F)C2CCC(CC2)C(=O)O)C=C1)C